CNCl N-chloromethylamine